C(C)(C)C=1C=CC(=C(C1)OC(N(C)C)=O)C N,N-dimethylcarbamic acid-5-isopropyl-2-methylphenyl ester